CC1=CN(C(=O)NC1=O)[C@H]2C[C@@H]([C@H](O2)COP(=O)(O)OC3=CC=C(C=C3)[N+](=O)[O-])O The molecule is a pyrimidine 2'-deoxyribonucleoside 5'-monophosphate that is the mono-p-nitrophenyl ester of thymidine 5'-monophosphate. It is a pyrimidine 2'-deoxyribonucleoside 5'-monophosphate, a C-nitro compound and an aryl phosphate. It derives from a dTMP.